2-(3-chlorobenzyl)cyclopentyl ((S)-1-(((S)-4-(cyclopropylamino)-3,4-dioxo-1-((S)-2-oxo pyrrolidin-3-yl) butan-2-yl)amino)-4-methyl-1-oxopentan-2-yl)carbamate C1(CC1)NC(C([C@H](C[C@H]1C(NCC1)=O)NC([C@H](CC(C)C)NC(OC1C(CCC1)CC1=CC(=CC=C1)Cl)=O)=O)=O)=O